NCC1=NC=CC(=C1F)C1=CC(=CC=2C=C(OC21)F)COC2=C(C=C(C=C2)F)CC(=O)OCC ethyl 2-(2-((7-(2-(aminomethyl)-3-fluoropyridin-4-yl)-2-fluorobenzofuran-5-yl)methoxy)-5-fluorophenyl)acetate